ClC1=CC=C(C=C1)C=1C(=NC=CC1)CO (R)-(4-chlorophenyl)pyridine-2-methanol